CCC(=O)OC1(CCC2C1(CCC3C2CCC4=CC(=O)CCC34C)C)C(=O)CO 17ALPHA-PROPIONATE